CC1=NC(=CC=C1N1CCN(CC1)CC=1C(=C2NC(C=3N(C2=CC1)N=CC3F)=O)F)C(NC)=O 7-((4-(2-methyl-6-(methylcarbamoyl)pyridin-3-yl)piperazin-1-yl)methyl)-3,6-difluoropyrazolo[1,5-a]quinoxalin-4(5H)-one